calcium oxolate monohydrate O.O1C(=CC=C1)C(=O)[O-].[Ca+2].O1C(=CC=C1)C(=O)[O-]